CCCCCCCCCCCCC1=C(C(=CC=C1)S(=O)(=O)[O-])OC2=CC=CC=C2S(=O)(=O)[O-].[NH4+].[NH4+] DiAmmonium DoDecyl(SulphonatoPhenoxy)BenzeneSulphonate